C(C(C)C)(=O)O[C@H]1OC[C@@H](C2=C1NC(C=1C=C(C(=CC21)F)F)=O)N(C(=O)C=2NC1=CC(=C(C=C1C2)F)F)C (1R,4R)-1-(5,6-difluoro-N-methyl-1H-indole-2-carboxamido)-8,9-difluoro-6-oxo-1,4,5,6-tetrahydro-2H-pyrano[3,4-c]isoquinolin-4-yl isobutyrate